tert-butyl 2-(6-(tert-butoxycarbonyl)-1-(cyclopropylmethyl)-7-oxo-1,6,7,8-tetrahydropyrrolo[2,3-e]indol-2-yl)-7-fluoro-1-methyl-1H-benzo[d]imidazole-5-carboxylate C(C)(C)(C)OC(=O)N1C(CC2=C3C(=CC=C12)C=C(N3CC3CC3)C3=NC1=C(N3C)C(=CC(=C1)C(=O)OC(C)(C)C)F)=O